pyridine-4-boronic acid N1=CC=C(C=C1)B(O)O